[Cl-].[Cl-].CC=1C(=C(C(C1)(C)[Zr+2]C1(C=CC=C1)CCC)C)C (tetramethyl-cyclopentadienyl)(n-propylcyclopentadienyl)zirconium dichloride